BrC1=CC=2C(=NN(N2)C2=CC=C(C=C2)C=2C=NC3=CC=CC=C3C2)C=C1 5-bromo-2-{4-(quinolin-3-yl)phenyl}-2H-benzotriazole